N-(2-iodo-4-(perfluoropropan-2-yl)-6-(difluoromethyl)phenyl)-2-fluoro-3-((hydroxy)(4-fluorobenzoyl)amino)benzamide IC1=C(C(=CC(=C1)C(C(F)(F)F)(C(F)(F)F)F)C(F)F)NC(C1=C(C(=CC=C1)N(C(C1=CC=C(C=C1)F)=O)O)F)=O